OC(CCC(=O)O)CCCCCCCCCCCCCCCCCCCCCCC 4-Hydroxy-heptacosanoic acid